C(#N)C1=NC=C(C(=C1)C1=CC=2N(C=C1)N=C(C2)NC(=O)C2CC2)N2CC1(CN(C1)C)C2 N-[5-[2-cyano-5-(2-methyl-2,6-diazaspiro[3.3]heptan-6-yl)-4-pyridyl]pyrazolo[1,5-a]pyridin-2-yl]cyclopropanecarboxamide